(R)-3-(3-fluoro-4-methoxyphenyl)-8-(5-fluoropyridin-3-yl)-6-nitro-2-(pyrrolidin-2-yl)quinazolin-4(3H)-one FC=1C=C(C=CC1OC)N1C(=NC2=C(C=C(C=C2C1=O)[N+](=O)[O-])C=1C=NC=C(C1)F)[C@@H]1NCCC1